(1S,2S,3R,5S)-3-((5-chloro-4-(4-fluoro-1-isopropyl-2-methyl-1H-benzo[d]imidazol-6-yl)pyrimidin-2-yl)amino)-6,8-dioxabicyclo[3.2.1]octan-2-ol ClC=1C(=NC(=NC1)N[C@H]1[C@@H]([C@@H]2CO[C@H](C1)O2)O)C=2C=C(C1=C(N(C(=N1)C)C(C)C)C2)F